2,3-difluoro-5-(5-(1-(methylsulfonyl)piperidin-4-yl)-1H-indazol-1-yl)phenol FC1=C(C=C(C=C1F)N1N=CC2=CC(=CC=C12)C1CCN(CC1)S(=O)(=O)C)O